3-((1-(5-fluoro-2-methoxypyridin-3-yl)-5-methyl-4-nitro-1H-pyrazol-3-yl)oxy)propan-1-ol FC=1C=C(C(=NC1)OC)N1N=C(C(=C1C)[N+](=O)[O-])OCCCO